FC1=CC=C2C(C(CN3C2=C1CC3)O)C 9-fluoro-6-methyl-1,2,5,6-tetrahydro-4H-pyrrolo[3,2,1-ij]quinolin-5-ol